5-(2-Oxo-3-(3,4,5-trifluorobenzyl)pyrrolidin-1-yl)-3-(pyridazin-4-yl)-1-((2-(trimethylsilyl)ethoxy)methyl)-1H-pyrrole-2-carbonitrile O=C1N(CCC1CC1=CC(=C(C(=C1)F)F)F)C1=CC(=C(N1COCC[Si](C)(C)C)C#N)C1=CN=NC=C1